FC([C@H](N)C(=O)O)C1=CC=CC=C1 β-Fluoro-L-phenylalanine